C(#N)N(C=1SC(=C(N1)C(=O)NC1CCC12CC1=CC=CC=C1C2)C)C2=CC(=NC(=C2)F)F 2-[cyano-(2,6-difluoro-4-pyridyl)amino]-5-methyl-N-spiro[cyclobutane-2,2'-indane]-1-yl-thiazole-4-carboxamide